FC1=C(C=CC=2COB(C21)O)CO 7-fluoro-6-(hydroxymethyl)-3H-2,1-benzoxaborol-1-ol